6-(trifluoromethyl)pyridine-3-thiocarboxamide FC(C1=CC=C(C=N1)C(N)=S)(F)F